(R)-7-(5-chloro-2-((1-methyl-1h-pyrazole-4-yl)amino)pyridine-4-yl)-2-(5-fluoro-2-(hydroxymethyl)benzyl)-3-(methoxymethyl)-3,4-dihydropyrrolo[1,2-a]pyrazine-1(2H)-one ClC=1C(=CC(=NC1)NC=1C=NN(C1)C)C=1C=C2N(C[C@@H](N(C2=O)CC2=C(C=CC(=C2)F)CO)COC)C1